4-((5-chloro-3-fluoropyridin-2-yl)oxy)-N-hydroxybenzoamidine ClC=1C=C(C(=NC1)OC1=CC=C(C(=N)NO)C=C1)F